(2S,5R)-4-acryloyl-5-methylmorpholin C(C=C)(=O)N1CCOC[C@H]1C